BrC1=NC(=C(C=C1F)F)OCC1=C(C=C(C=C1)Cl)F bromo-6-((4-chloro-2-fluorobenzyl)oxy)-3,5-difluoropyridine